C1(C=CC2=CC=CC=C12)CC1=CC(=CC=C1)CC1C=CC2=CC=CC=C12.[Li].[Li] Dilithium 1,3-bis(indenylmethyl)benzene